C(C)(C)N1N=C(N=C1C1CC(CC1)N1CCOCC1)C=1C=C(C(=NC1)N)C(F)(F)F 5-(1-isopropyl-5-(3-morpholinocyclopentyl)-1H-1,2,4-triazol-3-yl)-3-(trifluoromethyl)pyridin-2-amine